6-Chloro-4-((1S,2S)-2-(trifluoromethyl)cyclopropyl)pyridazin-3-amine ClC1=CC(=C(N=N1)N)[C@@H]1[C@H](C1)C(F)(F)F